C(C)N(S(=O)(=O)NC=1C(=C(C(=O)C2=CNC3=NC=C(C=C32)C3=C(C=C(C=C3)N3CCN(CC3)C(=O)OC(C)(C)C)C)C(=CC1)F)F)C tert-butyl 4-[4-[3-[3-[[ethyl(methyl)sulfamoyl] amino]-2,6-difluoro-benzoyl]-1H-pyrrolo[2,3-b]pyridin-5-yl]-3-methyl-phenyl]piperazine-1-carboxylate